4-((2-(1H-pyrazol-4-yl)ethyl)amino)-5,6-dimethyl-N-(1-(thiazol-5-yl)ethyl)pyrimidine-2-carboxamide N1N=CC(=C1)CCNC1=NC(=NC(=C1C)C)C(=O)NC(C)C1=CN=CS1